(S)-3-chloro-4-fluoro-N-(1-hydroxy-3-(octadecyloxy)propan-2-yl)-N-methylbenzamide ClC=1C=C(C(=O)N(C)[C@@H](CO)COCCCCCCCCCCCCCCCCCC)C=CC1F